CC1=CNC2=NC=CC(=C21)OC2=CC=C(C=C2)C2NCCC2 3-methyl-4-(4-(pyrrolidin-2-yl)phenoxy)-1H-pyrrolo[2,3-b]pyridine